2-amino-1-(5-hydroxy-2-methyl-phenyl)-5-pyrimidin-2-yl-pyrrolo[3,2-b]pyridine-3-carboxamide NC1=C(C2=NC(=CC=C2N1C1=C(C=CC(=C1)O)C)C1=NC=CC=N1)C(=O)N